C1(CC1)C(=O)NC1=CC(=C(N=N1)C(=O)NC([2H])([2H])[2H])NC1=C(C(=CC(=C1)F)C1=NC=C(N=C1)C(C)O)OC 6-(cyclopropanecarboxamido)-4-((5-fluoro-3-(5-(1-hydroxyethyl)pyrazin-2-yl)-2-methoxyphenyl)amino)-N-(methyl-d3)pyridazine-3-carboxamide